C1NCC12CCC(CC2)CN2CCN(CC2)C2=CC=C1C(=NN(C1=C2F)C)C2C(NC(CC2)=O)=O 3-(6-(4-((2-azaspiro[3.5]nonan-7-yl)methyl)piperazin-1-yl)-7-fluoro-1-methyl-1H-indazol-3-yl)piperidine-2,6-dione